C(C)(C)(C)OC(=O)N1CC(C1)C=1C=NC(=CC1)N1CC(CC1)C(F)(F)F (-)-3-[6-[3-(trifluoromethyl)pyrrolidin-1-yl]-3-pyridyl]Azetidine-1-carboxylic acid tert-butyl ester